(S)-2-amino-4-methylthio-butyric acid N[C@H](C(=O)O)CCSC